BrC1=CC=C(C(C2=CC=C(C=C2)Br)O)C=C1 4,4'-dibromobenzhydrol